4-(3,6-dihydropyridin-1(2H)-yl)-8-fluoro-7-(7-fluoro-3-(methoxymethoxy)-8-[(triisopropylsilyl)ethynyl]naphthalen-1-yl)-5-methoxy-2-(methylthio)pyrido[4,3-d]pyrimidine N1(CCC=CC1)C=1C2=C(N=C(N1)SC)C(=C(N=C2OC)C2=CC(=CC1=CC=C(C(=C21)C#C[Si](C(C)C)(C(C)C)C(C)C)F)OCOC)F